BrC1=CC=C(C=C1)NS(=O)(=O)C=1C=C(C(=O)NCC2(CCOCC2)C2=CC=C(C=C2)Br)C=CC1 3-(N-(4-bromophenyl)sulfamoyl)-N-((4-(4-bromophenyl)tetrahydro-2H-pyran-4-yl)methyl)benzamide